Methyl 5-({[6-(2-hydroxypropan-2-yl)pyridin-2-yl]carbonyl}amino)-2-(4,4,4-trifluorobutyl)-2H-indazole-6-carboxylate OC(C)(C)C1=CC=CC(=N1)C(=O)NC1=CC2=CN(N=C2C=C1C(=O)OC)CCCC(F)(F)F